isopropyl-(2S)-4-[[3-[[5-[(1S)-1-(tert-butoxycarbonylamino)-2-hydroxy-ethyl]-1,3,4-oxadiazol-2-yl] amino]-2,5-dimethyl-phenyl] methyl]-2-methyl-piperazine-1-carboxylate C(C)(C)OC(=O)N1[C@H](CN(CC1)CC1=C(C(=CC(=C1)C)NC=1OC(=NN1)[C@H](CO)NC(=O)OC(C)(C)C)C)C